N-(3-(((2-amino-5-chloropyridin-3-yl)oxy)methyl)phenyl)-3-fluoro-benzamide NC1=NC=C(C=C1OCC=1C=C(C=CC1)NC(C1=CC(=CC=C1)F)=O)Cl